C(C)(C)(C)OC(N(C1=C(C=CC=C1)[C@H]1NCCC1)C)=O (S)-methyl-(2-(pyrrolidin-2-yl)phenyl)carbamic acid tert-butyl ester